BrC1=C(C=C2CCN3C(C2=C1)=C(C=C3C(=O)N3[C@](CC3)(C(=O)N)C)CC(F)(F)F)OC (R)-1-(9-bromo-8-methoxy-1-(2,2,2-trifluoroethyl)-5,6-dihydropyrrolo[2,1-a]isoquinoline-3-carbonyl)-2-methylazetidine-2-carboxamide